CN(C(\C=C\C(=O)O)=O)CCBr N-methyl-N-(2-bromoethyl)fumaric acid amide